tert-butyl (4-((bis((2S,3R,4R,5R)-2,3,4,5,6-pentahydroxyhexyl)amino)methyl)benzyl)carbamate formate C(=O)O.O[C@@H](CN(C[C@@H]([C@H]([C@@H]([C@@H](CO)O)O)O)O)CC1=CC=C(CNC(OC(C)(C)C)=O)C=C1)[C@H]([C@@H]([C@@H](CO)O)O)O